N-[3-[[(2S)-2-amino-3-carbamimidamidopropanoyl]amino]propyl]-2-chloro-4-[[3-[3-(trifluoromethyl)-1H-pyrazol-4-yl]imidazo[1,2-a]pyrazin-8-yl]amino]benzamide N[C@H](C(=O)NCCCNC(C1=C(C=C(C=C1)NC=1C=2N(C=CN1)C(=CN2)C=2C(=NNC2)C(F)(F)F)Cl)=O)CNC(=N)N